C(\C=C/C(=O)O)(=O)O.ClC=1C=CC2=C(N(C3=C(OC2)C=CC=C3)CCCNC/C=C/C(=O)OCC)C1 Ethyl (E)-4-{3-[3-chlorodibenzo[b,e][1,4]oxazepin-5(11H)-yl]propylamino}but-2-enoate maleate